(N,N-diethylamino)styrene C(C)N(CC)C=CC1=CC=CC=C1